2-(2,6-dimethyl-4-nitrophenylamino)-N,N,N-triethyl-2-oxoethanaminium chloride [Cl-].CC1=C(C(=CC(=C1)[N+](=O)[O-])C)NC(C[N+](CC)(CC)CC)=O